((trans-3-(3-cyclopropyl-4-(quinoxalin-2-yl)-1H-pyrazol-1-yl)cyclobutyl)methoxy)-2-(2,6-dioxopiperidin-3-yl)isoindoline-1,3-dione C1(CC1)C1=NN(C=C1C1=NC2=CC=CC=C2N=C1)[C@@H]1C[C@H](C1)COC1=C2C(N(C(C2=CC=C1)=O)C1C(NC(CC1)=O)=O)=O